tert-butyl (R)-((3-(2-(4,4-difluoroazepan-1-yl)-5-(1,3-dimethyl-1H-pyrazol-4-yl)-4-methylnicotinamido)phenyl)(methyl)(oxo)-λ6-sulfaneylidene)carbamate FC1(CCN(CCC1)C1=C(C(=O)NC=2C=C(C=CC2)[S@](=O)(C)=NC(OC(C)(C)C)=O)C(=C(C=N1)C=1C(=NN(C1)C)C)C)F